NC=1C=2CCCC2C=C2CCC(C12)CCCCN1N=C(C=C1)S(=O)(=O)N 1-(4-(8-amino-1,2,3,5,6,7-hexahydro-s-indacen-1-yl)butyl)-1H-pyrazole-3-sulfonamide